[(Z)-non-3-enyl] 5-[4-(tert-butoxycarbonylamino)butyl-[5-[(Z)-non-3-enoxy]-5-oxo-pentyl]amino]pentanoate C(C)(C)(C)OC(=O)NCCCCN(CCCCC(=O)OCC\C=C/CCCCC)CCCCC(=O)OCC\C=C/CCCCC